CN1CC(C1)(C)C(O)(C=1C=NC=C(C1)N1CCCC1)C1=CC=C(C=C1)OC(C)C (1,3-Dimethyl-azetidin-3-yl)-(4-isopropoxy-phenyl)-(5-pyrrolidin-1-yl-pyridin-3-yl)-methanol